(3E)-6-(methoxymethoxy)-3-hexenylmagnesium iodide COCOCC/C=C/CC[Mg]I